FC(C1=C(C=C(C=C1N)C(F)(F)F)N)(F)F 2,5-bis(trifluoromethyl)-1,3-phenylenediamine